((7aR,8R,10R,10aR)-10-(4-aminopyrrolo[2,1-f][1,2,4]triazin-7-yl)-10-cyano-2,6-dioxooctahydro-2H-furo[3,4-b][1,4]dioxonin-8-yl)methyl (2-methoxy-2-methylpropyl) carbonate C(OC[C@H]1O[C@@]([C@@H]2OC(CCCC(O[C@@H]21)=O)=O)(C#N)C2=CC=C1C(=NC=NN12)N)(OCC(C)(C)OC)=O